C(C=C)N(S(=O)(=O)C(F)(F)F)S(=O)(=O)S(=O)(=O)C(F)(F)F N-allyl-1,1,1-trifluoro-N-((trifluoromethanesulfonyl)sulfonyl)-methanesulfonamide